1-METHYL-2-FORMYLBENZIMIDAZOLE CN1C(=NC2=C1C=CC=C2)C=O